5-(3-chlorophenoxy)carbonylamino-3-(1-azabicyclo[5.4.0]undecan-4-yl)-benzothiophene ClC=1C=C(OC(=O)NC=2C=CC3=C(C(=CS3)C3CCN4CCCCC4CC3)C2)C=CC1